4-tertiary butyl-2,6-dimethylphenol C(C)(C)(C)C1=CC(=C(C(=C1)C)O)C